2,2-Difluoroethyl methyl sulfone CS(=O)(=O)CC(F)F